1-{2-methyl-2-azaspiro[3.3]heptan-6-yl}-1H-pyrazol-4-amine CN1CC2(C1)CC(C2)N2N=CC(=C2)N